methyl 2-(azepan-1-yl)-6-[(2,4-dimethoxyphenyl)methylamino]pyridine-3-carboxylate N1(CCCCCC1)C1=NC(=CC=C1C(=O)OC)NCC1=C(C=C(C=C1)OC)OC